6-[1-(2,2-difluoroethyl)-1H-pyrazolo[3,4-b]pyrazin-6-yl]-2-{[5-(trifluoromethyl)pyridin-3-yl]sulfonyl}-2,6-diazaspiro[3.4]octane FC(CN1N=CC=2C1=NC(=CN2)N2CC1(CN(C1)S(=O)(=O)C=1C=NC=C(C1)C(F)(F)F)CC2)F